C1(=CC=CC2=CC=CC=C12)C1ON(C=N1)C1=CC=CC2=CC=CC=C12 2,5-bis(1-naphthyl)-1,3,5-oxadiazole